(2-bromoethoxy)(tert-butyl)dimethylsilane BrCCO[Si](C)(C)C(C)(C)C